N1N=CC(=C1)C1=CNC2=C(C=CC=C12)NC(C(CN)C1=CC=C(C=C1)C#N)=O N-(3-(1H-pyrazol-4-yl)-1H-indol-7-yl)-3-amino-2-(4-cyanophenyl)propanamide